OC(C=1C=NC(=NC1)N1C2CN(CC1CC2)C(C=C)=O)C2=CC=C(C=C2)C2=CC1=C(N=CN=C1N1CCOCC1)N2 1-(8-(5-(hydroxy(4-(4-morpholino-7H-pyrrolo[2,3-d]pyrimidin-6-yl)phenyl)methyl)pyrimidin-2-yl)-3,8-diazabicyclo[3.2.1]octan-3-yl)prop-2-en-1-one